N[C@H]1CS(C2=C(N(C1=O)CC1=CC=C(C=C1)Cl)C=C(C(=C2)F)C=2OC(=NN2)NC2CCC(CC2)(F)F)(=O)=O (3R)-3-amino-5-[(4-chlorophenyl)methyl]-7-[5-[(4,4-difluorocyclohexyl)amino]-1,3,4-oxadiazol-2-yl]-8-fluoro-1,1-dioxo-2,3-dihydro-1λ6,5-benzothiazepin-4-one